(7-((Trans-4-aminocyclohexyl)methyl)-7-azaspiro[3.5]non-2-yl)carbamic acid tert-butyl ester C(C)(C)(C)OC(NC1CC2(C1)CCN(CC2)C[C@@H]2CC[C@H](CC2)N)=O